CC(C)(C1=CC=C(C=C1)B1OC(C(O1)(C)C)(C)C)NC(C)=O N-[1-methyl-1-[4-(4,4,5,5-tetramethyl-1,3,2-dioxaborolan-2-yl)phenyl]ethyl]acetamide